N1=CN(C2=NC=CC=C21)CC=2C(=C(C(=CC2)OC)O)O[C@H]([C@H](C=2C=NC(=CC2)OC)O)C ((3H-imidazo[4,5-b]pyridin-3-yl)methyl)-2-(((1S,2S)-1-hydroxy-1-(6-methoxypyridin-3-yl)propan-2-yl)oxy)-6-methoxyphenol